((3S,4S)-8-(5-((2-aminopyridin-4-yl)thio)pyrazin-2-yl)-3-methyl-2-oxa-8-azaspiro[4.5]decan-4-yl)carbamic acid tert-butyl ester C(C)(C)(C)OC(N[C@@H]1[C@@H](OCC12CCN(CC2)C2=NC=C(N=C2)SC2=CC(=NC=C2)N)C)=O